C1(=CC=CC=C1)N1N=CC=C1 1-phenyl-1H-pyrazole